C1=CC=C(C=C1)/C=C/C(=O)C2=CC=CC=C2 1,3-diphenyl-2-propenone